FC1=C(C(=C(C(=C1OC(=O)C=1C=CC2=C(B(OC2)O)C1)F)F)F)F 1-hydroxy-1,3-dihydrobenzo[c][1,2]oxaborole-6-carboxylic acid pentafluorophenyl ester